BrC1=CC=C2C3=NN(C4=CC=C(OCCCNC(OCC1=C2)=O)C=C34)C3OCCCC3 5-bromo-19-(oxan-2-yl)-8,14-dioxa-10,19,20-triazatetracyclo[13.5.2.12,6.018,21]tricosa-1(20),2,4,6(23),15,17,21-heptaen-9-one